4-((3-(1,1-difluoroethyl) phenyl) carbamoyl)-1-(4-(difluoromethoxy) phenyl)-3-methyl-1H-pyrazol-5-yl (2,2,2-trichloroethyl) carbonate C(OC1=C(C(=NN1C1=CC=C(C=C1)OC(F)F)C)C(NC1=CC(=CC=C1)C(C)(F)F)=O)(OCC(Cl)(Cl)Cl)=O